ClC=1C(=C(C=CC1)[C@@]1(CN(CC1)C(=O)OC(C)(C)C)NC1=CC=C2C(C(N(C2=C1)C([2H])([2H])[2H])=O)(C)C)C tertbutyl (S)-3-(3-chloro-2-methylphenyl)-3-((3,3-dimethyl-1-(methyl-d3)-2-oxoindolin-6-yl)amino)pyrrolidine-1-carboxylate